C(=O)(N1N=NC=C1)N1N=NC=C1 carbonylbis-1H-1,2,3-triazole